(1S,3S)-3-aminocyclopentan-1-ol N[C@@H]1C[C@H](CC1)O